BrCC1=CC(=NC(=C1)Cl)N1C(CCC1)=O 1-(4-(bromomethyl)-6-chloropyridin-2-yl)pyrrolidin-2-one